C1(=CC=CC=C1)[C@H]1[C@@H](CN(C1)C(=O)OC(C)(C)C)C(N(C1=CC(=CC=C1)C=1C=NC=CC1)C)=O |r| tert-Butyl (±)-trans-4-phenyl-3-{methyl[3-(pyridin-3-yl)phenyl]carbamoyl}pyrrolidine-1-carboxylate